3,4-diacetoxybenzoic acid C(C)(=O)OC=1C=C(C(=O)O)C=CC1OC(C)=O